FC1=NC=CC2=C1C[C@H]1CC[C@@H]2N1C(=O)NC1=CC=C(C=C1)OC1=CC=CC=C1 (5S,8R)-1-fluoro-N-(4-phenoxyphenyl)-6,7,8,9-tetrahydro-5H-5,8-epiminocyclohepta[c]pyridine-10-carboxamide